N=S1(CCN(CC1)C(=O)N(CC1=NC=C(C=C1)C=1OC(=NN1)C(F)(F)F)C1=CC=CC=C1)=O 1-imino-N-phenyl-N-((5-(5-(trifluoromethyl)-1,3,4-oxadiazol-2-yl)pyridin-2-yl)methyl)thiomorpholine-4-carboxamide 1-oxide